C(C)(C)(C)OC([C@@H](COC1=CC=C(C=C1)[C@@H]1N=C(N(C1)C(=O)OC(C)(C)C)SC)O[Si](C)(C)C(C)(C)C)=O tert-butyl (S)-4-(4-((R)-3-(tert-butoxy)-2-((tert-butyldimethylsilyl)oxy)-3-oxo-propoxy)phenyl)-2-(methylthio)-4,5-dihydro-1H-imidazole-1-carboxylate